3-(5-((3-((4'-chloro-5,5-dimethyl-3,4,5,6-tetrahydro-[1,1'-biphenyl]-2-yl)methyl)-3,8-diazabicyclo[3.2.1]octane-8-yl)methyl)-4-fluoro-1-oxoisoindolin-2-yl)piperidine-2,6-dione ClC1=CC=C(C=C1)C1=C(CCC(C1)(C)C)CN1CC2CCC(C1)N2CC=2C(=C1CN(C(C1=CC2)=O)C2C(NC(CC2)=O)=O)F